6-bromo-7-{1-[1-(2,4-difluorophenyl)-1H-1,2,3-triazol-4-yl]Propyl}-5-[2-(trifluoromethyl)pyrimidin-5-yl]-7H-pyrrolo[2,3-d]Pyrimidin-4-amine BrC1=C(C2=C(N=CN=C2N)N1C(CC)C=1N=NN(C1)C1=C(C=C(C=C1)F)F)C=1C=NC(=NC1)C(F)(F)F